O=C1N(C(CC1)=O)OC(CCCCCCCCCCCCCCCCCC(=O)O)=O 19-((2,5-dioxopyrrolidin-1-yl)oxy)-19-oxo-nonadecanoic acid